5-(2-hydroxypiperazin-1-yl)-6-methyl-2,3-dihydro-1,4-benzodioxine OC1N(CCNC1)C1=C(C=CC=2OCCOC21)C